C(#N)[C@H](CC1=CC=C(C=C1)C=1C=CC2=C(N(C(O2)=O)C)C1)NC(=O)[C@@H]1C[C@H]2[C@@H](N1)COC2 (2S,3aS,6aR)-N-((S)-1-cyano-2-(4-(3-methyl-2-oxo-2,3-dihydrobenzo[d]oxazol-5-yl)phenyl)ethyl)hexahydro-1H-furo[3,4-b]pyrrole-2-carboxamide